C(C)OC(C(CC(C)C)N1C(C=C(C=C1)CCNC(=O)OCC1=CC=CC=C1)=O)=O.C(C1CO1)C(CC1CO1)CC1CO1 triglycidyl-methane Ethyl-2-(4-(2-(benzyloxycarbonylamino)ethyl)-2-oxopyridin-1(2H)-yl)-4-methylpentanoate